OC1=C(C=CC(=C1)OC)C(/C=C/C1=CC=C(C(=O)NC(C)C)C=C1)=O 4-[(E)-3-(2-Hydroxy-4-methoxyphenyl)-3-oxoprop-1-enyl]-N-propan-2-ylbenzamide